8-((5-chloroindolin-1-yl)methyl)-N,N-dimethyl-2-morpholino-4-oxo-4H-chromen-6-carboxamide ClC=1C=C2CCN(C2=CC1)CC=1C=C(C=C2C(C=C(OC12)N1CCOCC1)=O)C(=O)N(C)C